ClC=1C=C2C(=NC(=NC2=C(C1C1=CC(=CC2=CC=CC=C12)O)F)OCC(OC)OC)N1CCN(CC1)C(=O)OC(C)(C)C tert-butyl 4-[6-chloro-2-(2,2-dimethoxyethoxy)-8-fluoro-7-(3-hydroxy-1-naphthyl)quinazolin-4-yl]piperazine-1-carboxylate